ClC1=C(C=NN2[C@](CCC2)(C(=O)OC)C)C(=CC(=C1)OCOCC[Si](C)(C)C)Cl methyl (R)-1-((2,6-dichloro-4-((2-(trimethylsilyl)ethoxy)methoxy)benzylidene)amino)-2-methylpyrrolidine-2-carboxylate